FC1=CC=C(C(=O)N2CC(C2)S(=O)(=O)N2C3=C(SCC2)C(=CN=C3)C3=CC=C(C#N)C=C3)C=C1 4-(4-((1-(4-fluorobenzoyl)azetidin-3-yl)sulfonyl)-3,4-dihydro-2H-pyrido[4,3-b][1,4]thiazin-8-yl)-benzonitrile